C(C)(=O)NC1=C(C(=O)NC2=NC=C(C=C2)C)C(=CC=C1)Cl 2-acetamido-6-chloro-N-(5-methylpyridin-2-yl)benzamide